O1CCOC12CCC(CC2)CS(=O)(=O)C2=CC(=C(C=C2)C2=NC=C(C=C2F)F)F 2-(4-(((1,4-dioxaspiro[4.5]dec-8-yl)methyl)sulfonyl)-2-fluorophenyl)-3,5-difluoropyridine